3-Isopropyl-2-(2-methylpyridin-4-yl)-5-(piperidin-3-ylmethoxy)-1H-indol C(C)(C)C1=C(NC2=CC=C(C=C12)OCC1CNCCC1)C1=CC(=NC=C1)C